C=C1C2C3CCC(C2CC1=C)C3 3,4-dimethylene-tricyclo[5.2.1.02,6]Decane